[C@H]12CN(C[C@H](CC1)N2)C=2C1=C(N=C(N2)OC([2H])([2H])C2(CC2)CN2CCOCC2)C(=C(N=C1)C=1C=C(C=C(C1C(F)(F)F)Cl)O)F 3-(4-((1R,5S)-3,8-diazabicyclo[3.2.1]octan-3-yl)-8-fluoro-2-((1-(morpholinomethyl)cyclopropyl)methoxy-d2)pyrido[4,3-d]pyrimidin-7-yl)-5-chloro-4-(trifluoromethyl)phenol